ClC=1C=C(C=NC1N1N=CC=N1)NC(=O)C=1C=NN(C1C(F)(F)F)C1=C2C(=C(N=C1)N1C[C@@H](CC1)O)SC=C2 (R)-N-(5-chloro-6-(2H-1,2,3-triazol-2-yl)pyridin-3-yl)-1-(7-(3-hydroxypyrrolidin-1-yl)thieno[2,3-c]pyridin-4-yl)-5-(trifluoromethyl)-1H-pyrazole-4-carboxamide